FC=1C=C2C(N(C1)C(C(=O)NC1=C(C=CC(=C1)NC1CNCC1)C)CC)=NC(=N2)SCC2=CC=C(C=C2)F 2-(6-fluoro-2-((4-fluorobenzyl)thio)-4H-imidazo[4,5-b]pyridin-4-yl)-N-(2-methyl-5-(pyrrolidin-3-ylamino)phenyl)butanamide